C12CN(CC2C1)C1=C(C=C(C=C1)CN1C=NC(=C1)C(=O)OCC)C#N ethyl 1-[(4-{3-azabicyclo[3.1.0]hex-3-yl}-3-cyanophenyl) methyl]-1H-imidazole-4-carboxylate